1,3,4-thiadiazol-2(3H)-one S1C(NN=C1)=O